4-hydroxyadamantan OC1C2CC3CC(CC1C3)C2